3α-androstenediol C[C@@]12[C@@H](O)CC[C@H]1[C@@H]1CCC3=C[C@H](O)CC[C@]3(C)[C@H]1CC2